FC1=C(CN2CCCCC2)C=CC(=C1)F 1-(2,4-difluorobenzyl)piperidin